2,3,6-trifluoro-N-methoxy-N-methylbenzamide FC1=C(C(=O)N(C)OC)C(=CC=C1F)F